C(C)(C)(C)OC(=O)NCCN1CCN(CC1)CC(=O)O 2-(4-(2-((tert-butoxycarbonyl)amino)ethyl)piperazin-1-yl)acetic acid